3,5-dimethylbenzyl alcohol CC=1C=C(CO)C=C(C1)C